N1=NC(=CC=C1)/C=C/C(=O)OCC ethyl (E)-3-(pyridazin-3-yl)acrylate